ClC=1C(=C(C=CC1Cl)NC1=NC=NC2=CC3=C(C=C12)OC(CO3)CNC(C=C)=O)F N-((4-((3,4-dichloro-2-fluorophenyl)amino)-7,8-dihydro-[1,4]dioxino[2,3-g]quinazolin-7-yl)methyl)acrylamide